Bis(2-hydroxyethyl)amino-tris(hydroxymethyl)methan OCCN(CCO)C(CO)(CO)CO